C12(CCC(CC1)C2)COC(C(C)C)=O 2-methylpropanoic acid bicyclo[2.2.1]Hept-1-ylmethyl ester